CC1=NC=C(C=N1)CC=1N=C(N2C1C=CC=C2)C#N 1-((2-methylpyrimidin-5-yl)methyl)imidazo[1,5-a]pyridine-3-carbonitrile